O=C1NC(CCC1C1=CC(=C(C=C1OC)N1CCN(CC1)C(=O)OC(C)(C)C)F)=O tert-butyl 4-(4-(2,6-dioxopiperidin-3-yl)-2-fluoro-5-methoxyphenyl)piperazine-1-carboxylate